(5'S,7a'R)-1-[5-(difluoromethyl)pyrazine-2-carbonyl]-5'-(3,5-difluorophenyl)-tetrahydro-3'H-spiro[piperidine-4,2'-pyrrolo[2,1-b][1,3]-oxazol]-3'-one FC(C=1N=CC(=NC1)C(=O)N1CCC2(C(N3[C@H](O2)CC[C@H]3C3=CC(=CC(=C3)F)F)=O)CC1)F